C(C)(C)(C)OC(=O)N1CC2(C1)CC(C2)CC=2N=CC1=C(N2)NC=C1 6-(7H-pyrrolo[2,3-d]pyrimidin-2-ylmethyl)-2-azaspiro[3.3]heptane-2-carboxylic acid tert-butyl ester